ethyl-decanol C(C)C(CCCCCCCCC)O